COC(CN(C(=O)N)C)OC 1-(2,2-dimethoxyethyl)-1-methylurea